Diethyl ((1-(2-chloro-8-ethyl-5H-pyrimido[5,4-b]indol-4-yl)piperidin-4-yl)methyl)phosphonate ClC=1N=C(C=2NC=3C=CC(=CC3C2N1)CC)N1CCC(CC1)CP(OCC)(OCC)=O